COC=1C=C2C(=CC=NC2=CC1OC)N1CC(C1)CCNC(OC(C)(C)C)=O tert-butyl 2-(1-(6,7-dimethoxyquinolin-4-yl)azetidin-3-yl)ethylcarbamate